6-(2-Fluoro-5-methylbenzylamino)-2-(5-methoxypyridin-3-yl)-9H-purine FC1=C(CNC2=C3N=CNC3=NC(=N2)C=2C=NC=C(C2)OC)C=C(C=C1)C